C(C)NC1=NC(=NC=C1C(F)(F)F)NC=1C=NN(C1C)C1CC(C1)N=C=O N4-ethyl-N2-[1-(3-isocyanatocyclobutyl)-5-methyl-pyrazol-4-yl]-5-(trifluoromethyl)pyrimidine-2,4-diamine